CCCCCCCCCCCCOP(=O)([O-])OCC[N+](C)(C)C N-dodecylphosphocholine